CC1=NN(C2=NC(=NC=C21)NC=2C(=CC=1N(C2)N=CN1)C)CCOC(F)(F)F 3-methyl-N-(7-methyl-[1,2,4]triazolo[1,5-a]pyridin-6-yl)-1-(2-(trifluoromethoxy)ethyl)-1H-pyrazolo[3,4-d]pyrimidin-6-amine